C(\C=C\C)(=O)O trans-crotonyl alcohol